FC(C1=CC=C(C=C1)C1(CC1)C1=NOC(=N1)CC(C(=O)OCC(=O)OC(C)(C)C)=C)(F)F 2-(tert-butoxy)-2-oxoethyl 2-((3-(1-(4-(trifluoromethyl)phenyl)cyclopropyl)-1,2,4-oxadiazol-5-yl)methyl)acrylate